FC(CC)(S(=O)(=O)C1N(C=CC=C1)C)F 3,3-difluoro-N-methyl-3-(pyridin-2-ylsulfonyl)propan